(2s,4s)-N-(5-chloro-2,4-difluorophenyl)-4-cyano-N-methylpyrrolidine-2-carboxamide ClC=1C(=CC(=C(C1)N(C(=O)[C@H]1NC[C@H](C1)C#N)C)F)F